COC1=CC=C(C=C1C1=C(C=C(C=C1C)CCC)C)C=O 6-methoxy-2',6'-dimethyl-4'-propyl-[1,1'-biphenyl]-3-carbaldehyde